tetrahydrofurfuryl-3-(2-chloro-6-fluoro-4-trifluoromethylphenoxy)-5-methyl-1H-pyrazole-1-carboxamide C(C1CCCO1)C=1C(=NN(C1C)C(=O)N)OC1=C(C=C(C=C1F)C(F)(F)F)Cl